C(#N)C=1C(=NC(=C(C(=O)NC=2C=C(C=CC2)[S@](=O)(C)=NC(CCNC(OC(C)(C)C)=O)=O)C1C)N1CCC(CCC1)(F)F)C(F)(F)F tert-butyl (R)-(3-(((3-(5-cyano-2-(4,4-difluoroazepan-1-yl)-4-methyl-6-(trifluoromethyl)nicotinamido)phenyl)(methyl)(oxo)-λ6-sulfaneylidene)amino)-3-oxopropyl)carbamate